BrC=1C=CC(=C(C=NC(C(=O)OC)C(C)C)C1)O methyl 2-(5-bromo-2-hydroxybenzylidene-amino)-3-methyl-butanoate